NC=1N(C=2C3=C(C=CC2C1C#N)N(C=N3)C)C3=C(C(=CC=C3C)OC)C 7-amino-8-(3-methoxy-2,6-dimethylphenyl)-3-methyl-3,8-dihydroimidazo[4,5-g]indole-6-carbonitrile